C(CC)(=O)OC(C)(C=C)CCC=C(C)C linalyl propionate